Methyltri-methoxysilan C[Si](OC)(OC)OC